N-toluenesulfonyl-4-(trifluoromethyl)benzamide C(C1=CC=CC=C1)S(=O)(=O)NC(C1=CC=C(C=C1)C(F)(F)F)=O